7-[1-(1-Cyano-4-piperidyl)-5-methyl-triazol-4-yl]-5-[1-[5-(trifluoromethyl)isoxazol-3-yl]ethoxy]imidazo[1,2-a]pyridine-3-carbonitrile C(#N)N1CCC(CC1)N1N=NC(=C1C)C1=CC=2N(C(=C1)OC(C)C1=NOC(=C1)C(F)(F)F)C(=CN2)C#N